S1NC=NC2=C1C=C(C=C2)S(=O)(=O)N 2H-1,2,4-Benzothiadiazine-7-sulfonamide